(2-(cyclohexylmethoxy)-4-fluorophenyl)-6-(1-(piperidin-4-yl)-1H-pyrazol-4-yl)pyrido[3,2-d]pyrimidin-4-amine C1(CCCCC1)COC1=C(C=CC(=C1)F)C=1N=C(C2=C(N1)C=CC(=N2)C=2C=NN(C2)C2CCNCC2)N